BrC=1C=C(C=C2C=CC(=NC12)NC)[N+](=O)[O-] 8-bromo-N-methyl-6-nitroquinolin-2-amine